1-(4-{o-[1-Ethyl-3-(trifluoromethyl)-1H-pyrazol-4-yl]phenyl}-2-methyl-4,5,6,7-tetrahydro-1-thia-6-aza-6-indenyl)-2-propen-1-one C(C)N1N=C(C(=C1)C1=C(C=CC=C1)C1C=2C=C(SC2CN(C1)C(C=C)=O)C)C(F)(F)F